NC=1C=C(C=C(C1)C(F)(F)F)[C@@H](C)NC=1C2=C(C(N(N1)C)=O)C=NC(=C2)N2CCN(CC2)C (R)-1-((1-(3-amino-5-(trifluoromethyl)phenyl)ethyl)amino)-3-methyl-7-(4-methylpiperazine-1-yl)pyrido[3,4-d]pyridazin-4(3H)-one